2-bromo-9-naphthyl-1,10-phenanthroline BrC1=NC2=C3N=C(C=CC3=CC=C2C=C1)C1=CC=CC2=CC=CC=C12